ClC=1C=C(C(=NC1)OC1CCC2(C(NC3=CC=C(C=C23)C(=O)NCC)=O)CC1)C#N Cis-4-[(5-chloro-3-cyano-2-pyridyl)oxy]-N-ethyl-2'-oxo-spiro[cyclohexane-1,3'-indoline]-5'-carboxamide